C(N)(=O)C1=CC=C(NC(C2=CC=C(C=C2)N=NC(C(=O)C)C(NC2=CC3=C(NC(N3)=O)C=C2)=O)=O)C=C1 4'-carbamoyl-4-[1-(2,3-dihydro-2-oxo-1H-benzimidazol-5-ylcarbamoyl)acetonylazo]benzanilide